N-{2-[(8R,8aS)-8-(dimethylamino)hexahydropyrrolo[1,2-a]pyrazin-2(1H)-yl]-4-phenoxy-3-(trifluoromethyl)phenyl}-2-(pyridazin-4-yl)-1,3-thiazole-carboxamide CN([C@@H]1CCN2[C@H]1CN(CC2)C2=C(C=CC(=C2C(F)(F)F)OC2=CC=CC=C2)NC(=O)C2(SC=CN2)C2=CN=NC=C2)C